C(CCC)C1=CC=C(C=C1)C(C)CCCC 4-butylphenyl-butylethane